P(=O)(O)(O)O[C@H]1[C@@H](O[C@@H]([C@H]1O)CO)N1C=NC=2C(O)=NC=NC12 phosphoinosine